4-Ethoxy-6-(1-(7-((2-methyl-1H-imidazol-1-yl)methyl)-1-oxo-5-(pyrrolidin-2-yl)-3,4-dihydroisoquinolin-2(1H)-yl)ethyl)nicotinonitrile C(C)OC1=CC(=NC=C1C#N)C(C)N1C(C2=CC(=CC(=C2CC1)C1NCCC1)CN1C(=NC=C1)C)=O